tert-butyl (R)-2-(((1-methyl-1H-pyrazol-4-yl)oxy)methyl)azetidine-1-carboxylate CN1N=CC(=C1)OC[C@@H]1N(CC1)C(=O)OC(C)(C)C